CNCC1=C(C(=O)OCN2C(C(CCC2=O)N2C(C3=CC=C(C=C3C2)CNC(NC2=CC(=C(C=C2)C)Cl)=O)=O)=O)C=CC=C1 [3-[5-([[(3-chloro-4-methylphenyl)carbamoyl]amino]methyl)-1-oxo-3H-isoindol-2-yl]-2,6-dioxopiperidin-1-yl]methyl 2-[(methylamino)methyl]benzoate